BrC1=C2C=C(C(N(C2=CC(=C1)C1CCC(CC1)(C)O)C)=O)C 5-bromo-7-(4-hydroxy-4-methylcyclohexyl)-1,3-dimethylquinolin-2(1H)-one